BrC1=C(N=C2N(C1=O)C=CC(=C2)OC)C(F)(F)F 3-bromo-8-methoxy-2-(trifluoromethyl)pyrido[1,2-a]pyrimidin-4-one